C(CCCCCCCCCCCCCCC(C)C)OCC(O)CO 1-O-isostearylglycerol